2-methyl-5-(3-furyl)-1-penten-3-one CC(=C)C(CCC1=COC=C1)=O